(1R,2R)-N-[6-[4-((3R,4R)-4-fluoro-3-methyl-tetrahydrofuran-3-yl)piperazin-1-yl]-7-methyl-3-isoquinolyl]-2-(1-methylpyrazol-3-yl)cyclopropanecarboxamide F[C@@H]1[C@](COC1)(C)N1CCN(CC1)C=1C=C2C=C(N=CC2=CC1C)NC(=O)[C@H]1[C@@H](C1)C1=NN(C=C1)C